C(CC)(=O)[O-].[Ag+] silver propionate